(S)-(6-(2-ethylphenoxy)-3-(3-(5-methylpyridin-2-yloxy)pyrrolidin-1-yl)pyridin-2-yl)methanol C(C)C1=C(OC2=CC=C(C(=N2)CO)N2C[C@H](CC2)OC2=NC=C(C=C2)C)C=CC=C1